N1=CC=CC2=CC=C3C(=C12)N=C1C(=N3)C=CC=N1 pyridopyrazinoquinoline